OC1COO1 2-hydroxy-3,4-dioxetan